COC1=C(C(N(C=C1)C1=CC=CC=C1)=O)C(=O)O 4-methoxy-2-oxo-1-phenyl-1,2-dihydropyridine-3-carboxylic acid